COC(CN1CCC2(CCN(CC2)C(=O)OC(C)(C)C)CC1)=O tert-butyl 9-(2-methoxy-2-oxo-ethyl)-3,9-diazaspiro[5.5]undecane-3-carboxylate